7-(trifluoromethyl)pyrazolo[1,5-a]pyridine FC(C1=CC=CC=2N1N=CC2)(F)F